O1COCC2=C1C=CC=C2COC2=C(C=C(C=C1C(OC(OC1=O)C1=CC=CC=C1)=O)C=C2)OC [4-(1,3-Benzodioxane-5-ylmethoxy)-3-methoxybenzylidene]-2-phenyl-1,3-dioxane-4,6-dione